CCCCCCCCCCCCCCC(=O)OC[C@H](COP(=O)([O-])OCC[N+](C)(C)C)OC(=O)CCCCCCC/C=C\C/C=C\CCCCC 1-pentadecanoyl-2-(9Z,12Z-octadecadienoyl)-sn-glycero-3-phosphocholine